8-(prop-1-en-2-yl)-2H-furo[2,3-H]chromen-2-one C=C(C)C1=CC=2C(=CC=C3C=CC(OC23)=O)O1